FC(C(=O)O)(F)F.FC1CN(CCC1N1N=C(C=2C1=NC=NC2N)C2=CC=C(C=C2)OC2=CC=CC=C2)C2CCNCC2 trans-1-(3-fluoro-[1,4'-bipiperidin]-4-yl)-3-(4-phenoxyphenyl)-1H-pyrazolo[3,4-d]pyrimidin-4-amine trifluoroacetate